C(#N)C1=CC=C(C=C1)N1N=CC(=C1)C=1OC2=C(C=C(C=C2C(C1)=O)C)C(C)NC1=CC=C(C(=C1C(=O)O)F)F 6-[1-[2-[1-(4-Cyanophenyl)pyrazol-4-yl]-6-methyl-4-oxo-chromen-8-yl]ethylamino]-2,3-difluoro-benzoic acid